7-amino-N-(3-fluoro-2-{octahydropyrrolo[2,3-c]pyrrol-1-yl}-5,6,7,8-tetrahydroquinolin-6-yl)-3-methylthieno[2,3-b]pyrazine-6-carboxamide NC1=C(SC2=NC(=CN=C21)C)C(=O)NC2CC=1C=C(C(=NC1CC2)N2CCC1C2CNC1)F